(S)-1-(3-(propylsulfonyl)phenoxy)-3-((R)-8-(quinolin-3-ylsulfonyl)-1-oxa-8-azaspiro[4.5]decan-3-ylamino)propan-2-ol C(CC)S(=O)(=O)C=1C=C(OC[C@H](CN[C@H]2COC3(C2)CCN(CC3)S(=O)(=O)C=3C=NC2=CC=CC=C2C3)O)C=CC1